6-((1S,2S)-2-(6-(2,4-dioxo-1,2,3,4-tetrahydropyrimidin-5-yl)imidazo[1,2-b]pyridazin-8-yl)cyclopropyl)nicotinonitrile O=C1NC=C(C(N1)=O)C=1C=C(C=2N(N1)C=CN2)[C@@H]2[C@H](C2)C2=NC=C(C#N)C=C2